tetrasodium L-aspartate diacetate C(CN([C@@H](CC(=O)[O-])C(=O)[O-])CC(=O)[O-])(=O)[O-].[Na+].[Na+].[Na+].[Na+]